1-((2R,3R,4S,5R,6R)-2-allyl-2-(allylsulfanyl)-3,5-bis(benzyloxy)-6-((benzyloxy)methyl)tetrahydro-2H-pyran-4-yl)-4-(3,4,5-trifluorophenyl)-1H-1,2,3-triazole C(C=C)[C@@]1(O[C@@H]([C@@H]([C@@H]([C@H]1OCC1=CC=CC=C1)N1N=NC(=C1)C1=CC(=C(C(=C1)F)F)F)OCC1=CC=CC=C1)COCC1=CC=CC=C1)SCC=C